SCCC(=O)OCC(C)OC(CCS)=O 1,2-Propylene glycol bis(3-mercaptopropionate)